N,N-diisopropylmethylphosphonamidic chloride C(C)(C)N(P(=O)(C)Cl)C(C)C